FC1=C(C=C(C=C1)C(C)NC(CC)=O)O N-(1-(4-fluoro-3-hydroxyphenyl)ethyl)propionamide